ClC=1N=C(C2=C(N1)C=CS2)N2CC(CCC2)C(=O)NC2=C(C=CC=C2)F 1-(2-Chlorothieno[3,2-d]pyrimidin-4-yl)-N-(2-fluorophenyl)piperidine-3-carboxamide